(S)-4-((4'-(1,1,1,3,3,3-hexafluoro-2-hydroxypropan-2-yl)-2-methyl-[1,1'-biphenyl]-4-yl)methyl)-1-(pyridin-4-ylmethyl)piperazine-2-carboxylic acid FC(C(C(F)(F)F)(O)C1=CC=C(C=C1)C1=C(C=C(C=C1)CN1C[C@H](N(CC1)CC1=CC=NC=C1)C(=O)O)C)(F)F